(9S)-7-[4-(7-azaspiro[3.5]nonan-2-yloxy)phenyl]-4,5,9,13-tetramethyl-3-thia-1,8,11,12-tetrazatricyclo[8.3.0.02,6]trideca-2(6),4,7,10,12-pentaene C1C(CC12CCNCC2)OC2=CC=C(C=C2)C=2C=1C(=C(SC1N1C(=NN=C1[C@@H](N2)C)C)C)C